(S)-5-bromo-2-((6-((tert-butoxycarbonyl)amino)hexan-2-yl)amino)-3-nitrobenzoate BrC=1C=C(C(=C(C(=O)[O-])C1)N[C@@H](C)CCCCNC(=O)OC(C)(C)C)[N+](=O)[O-]